The molecule is a trideoxyhexose comprising D-galactopyranose having the hydroxy groups at positions 2- and 4- replaced by acetamido and amino groups respectively and also deoxygenated at the 6-position. It is an amino sugar and a trideoxyhexose derivative. C[C@@H]1[C@@H]([C@@H]([C@H](C(O1)O)NC(=O)C)O)N